4-(4-(benzyloxy)-5-fluoro-1-(2-fluorobenzyl)-2-(1-methoxy-2-methylpropan-2-yl)-1H-indol-3-yl)benzoic acid C(C1=CC=CC=C1)OC1=C2C(=C(N(C2=CC=C1F)CC1=C(C=CC=C1)F)C(COC)(C)C)C1=CC=C(C(=O)O)C=C1